(S)-N-((S)-1-cyano-2-(4-fluoro-6-(3-methyl-2-oxo-2,3-dihydrobenzo[d]oxazol-5-yl)pyridin-3-yl)ethyl)-1,4-oxazepane-2-carboxamide C(#N)[C@H](CC=1C=NC(=CC1F)C=1C=CC2=C(N(C(O2)=O)C)C1)NC(=O)[C@H]1OCCCNC1